1-(2,6-bis(bis(2-methoxyethyl)amino)-8-(4-methoxypiperidin-1-yl)pyrimido[5,4-d]pyrimidin-4-yl)piperidine-4-carbonitrile COCCN(C=1N=C(C2=C(N1)C(=NC(=N2)N(CCOC)CCOC)N2CCC(CC2)OC)N2CCC(CC2)C#N)CCOC